6,8,16-triazatetracyclo[14.5.2.0^{2,7}.0^{19,23}]tricosa-1(22),2,4,6,17,19(23),20-heptaen-9-one C1=2C3=CC=CN=C3NC(CCCCCCN3C=CC(C=C1)=C3C2)=O